FC(C(=O)OCC(C(C(F)(F)F)(F)F)(F)F)=C 2,2,3,3,4,4,4-heptafluorobutyl α-fluoroacrylate